C(C)OC=1C(=NC=CC1)OC=1C=C(C=NC1)C1=NC=C(C=N1)C(=O)OCC ethyl 2-(5-((3-ethoxypyridin-2-yl)oxy)pyridin-3-yl)pyrimidine-5-carboxylate